C(C)NC1CCN(CC1)C=1C2=CN(N=C2C(=CC1)C(=O)NC1=CC2=CN(N=C2C(=C1)CN1C(CCC1)=O)C)C 4-[4-(ethylamino)-1-piperidyl]-2-methyl-N-[2-methyl-7-[(2-oxopyrrolidin-1-yl)methyl]indazol-5-yl]indazole-7-carboxamide